ClC=1NC(=CC1C(=O)OCC)C1=NC=CC=C1C ethyl 2-chloro-5-(3-methylpyridin-2-yl)-1H-pyrrole-3-carboxylate